CN(C=1C=C(CN(C=2SC=C(N2)CN(C)C)CC2=CC(=CC=C2)OC)C=CC1)C N-(3-(dimethylamino)benzyl)-4-((dimethylamino)methyl)-N-(3-methoxybenzyl)thiazol-2-amine